CC(C)(OC(NCCOCCOCCOCCOCCOCCOCCOCCOCCOCCOCCOCCOCCC(=O)O)=O)C 2,2-dimethyl-4-oxo-3,8,11,14,17,20,23,26,29,32,35,38,41-tridecaoxa-5-azatetratetracontan-44-oic acid